C(C1=CC=CC=C1)(=O)N1C=C(C2=C(C=C(C=C12)Br)Br)C=O N-benzoyl-4,6-dibromoindole-3-formaldehyde